C1(CCCCC1)N1N=CC=2C1=NC(=NC2NC(=O)C=2SC(=CC2)[N+](=O)[O-])C2=CC=C(C=C2)OC(F)(F)F N-(1-cyclohexyl-6-(4-(trifluoromethoxy)phenyl)-1H-pyrazolo[3,4-d]pyrimidin-4-yl)-5-nitrothiophene-2-carboxamide